bis[(dimethylamino)methyl]phenol CN(C)CC1=C(C(=CC=C1)O)CN(C)C